FC(C=1NC2=C(C=NC(=C2)NC(=O)C2CC2)N1)(F)F N-(2-(Trifluoromethyl)-1H-imidazo[4,5-c]pyridin-6-yl)cyclopropanecarboxamide